2-(1-(3-chlorophenyl)-3-(1-methylcyclopropyl)-1H-pyrazol-5-yl)-N-(2-oxo-2,3-dihydro-1H-benzo[d]imidazole-4-yl)cyclopropane-1-carboxamide ClC=1C=C(C=CC1)N1N=C(C=C1C1C(C1)C(=O)NC1=CC=CC=2NC(NC21)=O)C2(CC2)C